methyl 6-(5-{(1S)-1-[3,5-bis(trifluoromethyl)benzamido]ethyl}-3-methyl-1H-1,2,4-triazol-1-yl)nicotinate FC(C=1C=C(C(=O)N[C@@H](C)C2=NC(=NN2C2=NC=C(C(=O)OC)C=C2)C)C=C(C1)C(F)(F)F)(F)F